O=C1N(C=CC(=N1)NC(=O)N1CCNCC1)C1=CC(=C(CN2CC3C(C3C2)NC(OC(C)(C)C)=O)C=C1)C(F)(F)F tert-butyl (exo-3-(4-(2-oxo-4-(piperazine-1-carboxamido)pyrimidin-1(2H)-yl)-2-(trifluoromethyl)benzyl)-3-azabicyclo[3.1.0]hexan-6-yl)carbamate